COC(=O)C1=CC2=C(S1)C=CC=C2 benzo-[b]Thiophene-2-carboxylic acid methyl ester